3'-[(7-benzyl-1,4,7-triazacyclononane-1,4-diyl)bis(methylene)]bis[N-(1,3-dihydroxypropan-2-yl)-2-hydroxy-5-methylbenzamide] C(C1=CC=CC=C1)N1CCN(CCN(CC1)CC=1C(=C(C(=O)NC(CO)CO)C=C(C1)C)O)CC=1C(=C(C(=O)NC(CO)CO)C=C(C1)C)O